NCC(\C=C\C)O (3E)-1-amino-3-pentene-2-ol